FC(OC1=NC=CC(=C1)CNC(=O)NC1CC(C1)C(F)(F)F)F 1-[[2-(difluoromethoxy)pyridin-4-yl]methyl]-3-[(1s,3s)-3-(trifluoromethyl)cyclobutyl]urea